tri-(xylenyl) phosphate P(=O)(OC1(C(C=CC=C1)C)C)(OC1(C(C=CC=C1)C)C)OC1(C(C=CC=C1)C)C